FC1=C(C=C(CNCC=2NC=CN2)C=C1)C1=CNC2=NC=C(C=C21)C=2SC=CC2 [4-Fluoro-3-(5-thiophen-2-yl-1H-pyrrolo[2,3-b]pyridin-3-yl)-benzyl]-(1H-imidazol-2-ylmethyl)-amine